2-((1R,2R)-2-carboxycyclopropane-1-carbonyl)-6-methoxyisoindolin C(=O)(O)[C@H]1[C@@H](C1)C(=O)N1CC2=CC(=CC=C2C1)OC